NC1=CC=C(C=N1)/C=C/C(=O)NCCC=1OC2=C(C1)C=C(C=C2C(F)(F)F)C2=CCC(CC2)C(=O)O (E)-4-(2-(2-(3-(6-Aminopyridin-3-yl)acrylamido)ethyl)-7-(trifluoromethyl)benzo-furan-5-yl)cyclohex-3-ene-1-carboxylic acid